N1-methyl-4-(trifluoromethyl)benzene-1,2-diamine CNC1=C(C=C(C=C1)C(F)(F)F)N